2-[2'-hydroxy-3'-tert-butyl-5'-(3''-methacryloxypropoxy)phenyl]-5-methoxy-2H-benzotriazol OC1=C(C=C(C=C1C(C)(C)C)OCCCOC(C(=C)C)=O)N1N=C2C(=N1)C=CC(=C2)OC